2-[1-[(2,3-difluorophenyl)methyl]-5-oxopyrrolidin-2-yl]-N-[(1-ethyl-1H-pyrazol-3-yl)methyl]acetamide FC1=C(C=CC=C1F)CN1C(CCC1=O)CC(=O)NCC1=NN(C=C1)CC